2-(4'-chloro-[1,1'-biphenyl]-2-yl)bicyclo[2.2.1]heptane ClC1=CC=C(C=C1)C1=C(C=CC=C1)C1C2CCC(C1)C2